N-(1-phenylethyl)-6-methylsulfanyl-3-nitropyridin-2-amine C1(=CC=CC=C1)C(C)NC1=NC(=CC=C1[N+](=O)[O-])SC